1-(bromomethyl)-2,3-dichlorobenzene BrCC1=C(C(=CC=C1)Cl)Cl